methyl 5-fluoro-1H-indole-7-carboxylate FC=1C=C2C=CNC2=C(C1)C(=O)OC